methyl (1R,3S)-1-((2-bromopyridin-4-yl)methyl)-3-(methylsulfonamido)cyclopentane-1-carboxylate BrC1=NC=CC(=C1)C[C@]1(C[C@H](CC1)NS(=O)(=O)C)C(=O)OC